3-[8-[(3S)-1-[[1-[1-[3-amino-6-(2-hydroxyphenyl)pyridazin-4-yl]pyrazol-4-yl]-4-piperidyl]methyl]pyrrolidin-3-yl]-2,3-dihydro-1,4-benzoxazin-4-yl]piperidine-2,6-dione NC=1N=NC(=CC1N1N=CC(=C1)N1CCC(CC1)CN1C[C@@H](CC1)C1=CC=CC=2N(CCOC21)C2C(NC(CC2)=O)=O)C2=C(C=CC=C2)O